FC(CN[C@H](CO)C)F (2S)-2-(2,2-difluoroethylamino)propan-1-ol